2-bromo-3-(4-fluorophenyl)-6,6-dimethyl-1,5,6,7-tetrahydro-4H-pyrrolo[3,2-c]pyridin-4-one BrC1=C(C=2C(NC(CC2N1)(C)C)=O)C1=CC=C(C=C1)F